BrC1=CC=C2N=CC(=NC2=C1)Cl 7-bromo-2-chloro-quinoxaline